Cl.C(C1=CC=CC=C1)OC=1C=C(C=C(C1)OC)[C@@H](C)N (1R)-1-(3-benzyloxy-5-methoxy-phenyl)ethylamine hydrochloride